BrC1=CC(=NC(=C1)Cl)C 4-bromo-6-chloropicoline